Oxidovanadium Benzenesulfonate C1(=CC=CC=C1)S(=O)(=O)[O-].O=[V+3].C1(=CC=CC=C1)S(=O)(=O)[O-].C1(=CC=CC=C1)S(=O)(=O)[O-]